ClC=1N=C(C2=C(N1)NC=C2C(C(C)C)=O)Cl 2,4-dichloro-5-(2-methylpropionyl)-7H-pyrrolo[2,3-d]pyrimidine